[3-[4-(4-Chloro-2-methylsulfonyl-phenyl)phenyl]azetidin-1-yl]-[3-(triazol-1-yl)pyrrolidin-1-yl]methanone ClC1=CC(=C(C=C1)C1=CC=C(C=C1)C1CN(C1)C(=O)N1CC(CC1)N1N=NC=C1)S(=O)(=O)C